C(C1=CC=CC=C1)OC(=O)N1[C@H]([C@]2(C[C@H]1C)NC(COC2)=O)CO[C@@H]2CC[C@@H](CC2)C2=CC=CC=C2 (1R,3R,5S)-3-methyl-7-oxo-1-({[(cis)-4-phenylcyclohexyl]oxy}methyl)-9-oxa-2,6-diazaspiro[4.5]decane-2-carboxylic acid benzyl ester